C(C)(C)OC(=O)N1[C@H](CN(CC1)CC1=C(C(=CC(=C1)C)N=C=S)C)C (2S)-4-[(3-isothiocyanato-2,5-dimethyl-phenyl)methyl]-2-methyl-piperazine-1-carboxylic acid isopropyl ester